CC\C=C\CCCC trans-oct-3-ene